FC=1C=C2C(C(=CN(C2=CC1N1[C@H](CCC1)COC1=NC=CC=C1)C1=C(C=CC=C1)F)C(=O)O)=O (R)-6-fluoro-1-(2-fluorophenyl)-4-oxo-7-(2-((pyridin-2-yloxy)methyl)pyrrolidin-1-yl)-1,4-dihydroquinoline-3-carboxylic acid